ClC=1C(=NC=NC1)C=1C=NNC1 5-chloro-4-(1H-pyrazol-4-yl)pyrimidine